butyn C#CCC